5-[[4-(aminomethyl)-3-fluoro-phenyl]sulfonyl-[(4-methoxyphenyl)methyl]amino]thiazole-4-carboxylic acid tert-butyl ester C(C)(C)(C)OC(=O)C=1N=CSC1N(CC1=CC=C(C=C1)OC)S(=O)(=O)C1=CC(=C(C=C1)CN)F